NC1=NN2C(N=CC(=C2)C(=O)OC2=CC(=C(C=C2)OC2=CC3=C(N(C=N3)C)C=C2)C)=C1 (3-methyl-4-((1-methyl-1H-benzimidazol-5-yl) oxy) phenyl) aminopyrazolo[1,5-a]pyrimidine-6-carboxylate